NC=1N=C(SC1C(=O)C1=CC=C(C=C1)Cl)NC1=CC(=C(C=C1)OC(F)(F)F)Cl {4-amino-2-[3-chloro-4-(trifluoromethoxy)anilino]-1,3-thiazol-5-yl}(4-chlorophenyl)methanone